C(C=C)(=O)N[C@@H]1CN(C[C@H](C1)F)C1=C2C(=C(NC2=C(C=C1F)C(=O)N)C)C 4-((3s,5s)-3-acrylamido-5-fluoropiperidin-1-yl)-5-fluoro-2,3-dimethyl-1H-indole-7-carboxamide